C1(CCCC1)C12C([C@@](N(CC1)CC2)(COC)CO)=O (1R,2S,4R)-4-cyclopentyl-2-(hydroxymethyl)-2-(methoxymethyl)quinuclidin-3-one